4,4'-dichloro-2'-(methylthio)-2,3,5',8'-tetrahydrospiro[indene-1,7'-pyrano[4,3-d]pyrimidine] ClC1=C2CCC3(CC=4N=C(N=C(C4CO3)Cl)SC)C2=CC=C1